O1[C@@H](COCC1)COC1=NC(N2C(C3=CC=C(C=C3CC2)C#CC(CC)O)=C1)=O 2-((S)-1-[1,4]Dioxan-2-ylmethoxy)-9-(3-hydroxy-pent-1-ynyl)-6,7-dihydro-pyrimido[6,1-a]isoquinolin-4-one